2-[3-[4-[3-[3-amino-6-(2-hydroxyphenyl)pyridazin-4-yl]-3,8-diazabicyclo[3.2.1]octan-8-yl]-2-pyridyl]prop-2-ynyl]-N-methyl-2-azabicyclo[2.1.1]hexane-1-carboxamide NC=1N=NC(=CC1N1CC2CCC(C1)N2C2=CC(=NC=C2)C#CCN2C1(CC(C2)C1)C(=O)NC)C1=C(C=CC=C1)O